N-(5-((4-(5,6-dihydro-4H-pyrrolo[3,2,1-ij]quinoline-1-yl)pyrimidin-2-yl)amino)-4-methoxy-2-(methyl(2-(methyl(methyl-d3)amino)ethyl)amino)phenyl)acetamide C1(=CN2CCCC3=CC=CC1=C23)C2=NC(=NC=C2)NC=2C(=CC(=C(C2)NC(C)=O)N(CCN(C([2H])([2H])[2H])C)C)OC